N1,N1'-((5-(benzyloxy)-1,3-phenylene)bis(methylene))bis(N3-(3-(isobutylamino)propyl)propane-1,3-diamine), hydrochloride salt Cl.C(C1=CC=CC=C1)OC=1C=C(C=C(C1)CNCCCNCCCNCC(C)C)CNCCCNCCCNCC(C)C